N-methyl-N,N-bishexadecylammonium [tetrakis(perfluorophenyl) borate] FC1=C(C(=C(C(=C1F)F)F)F)[B-](C1=C(C(=C(C(=C1F)F)F)F)F)(C1=C(C(=C(C(=C1F)F)F)F)F)C1=C(C(=C(C(=C1F)F)F)F)F.C[NH+](CCCCCCCCCCCCCCCC)CCCCCCCCCCCCCCCC